tert-butyl 1-cyclopentyl-7-hydroxy-8-methoxy-5H-pyrido[4,3-b]indole-5-carboxylate C1(CCCC1)C1=NC=CC=2N(C=3C=C(C(=CC3C21)OC)O)C(=O)OC(C)(C)C